N-(3-chloro-4-(pyridin-2-ylmethoxy)phenyl)-7-methoxy-6-(piperidin-4-yloxy)quinazolin-4-amine ClC=1C=C(C=CC1OCC1=NC=CC=C1)NC1=NC=NC2=CC(=C(C=C12)OC1CCNCC1)OC